FC1=CC=C(C=C1)C1=C(C=C2C=C(C=C(C2=C1)O)C)C 7-(4-fluorophenyl)-3,6-dimethylnaphthalen-1-ol